FC=1C(=C(C(=NC1)OC)C1=CN(C2=NC(=CC=C21)N)COCC[Si](C)(C)C)OC 3-(5-fluoro-2,4-dimethoxypyridin-3-yl)-1-[[2-(trimethylsilyl)ethoxy]methyl]pyrrolo[2,3-b]pyridin-6-amine